N-(4-(4-(5-fluoropyrimidin-2-yl)piperazin-1-yl)phenyl)-2-(5-methyl-3-phenylfuran-2-yl)-2-oxoacetamide FC=1C=NC(=NC1)N1CCN(CC1)C1=CC=C(C=C1)NC(C(=O)C=1OC(=CC1C1=CC=CC=C1)C)=O